NCCCNC(=O)C=1C=C2C(=NNC2=CC1)C1=NC2=C(N1)C=C(C=C2)C2=CC=CC=C2 N-(3-aminopropyl)-3-(6-phenyl-1H-benzo[d]imidazol-2-yl)-1H-indazole-5-carboxamide